C(=O)(O)CCSC[C@H](N)C(=O)O S-(2-carboxyethyl)-L-cysteine